3-ethoxy-1,1,1,2,3,4,4,5,5,6,6,6-dodecafluoro-2-(trifluoromethyl)hexane C(C)OC(C(C(F)(F)F)(C(F)(F)F)F)(C(C(C(F)(F)F)(F)F)(F)F)F